tert-butyl N-[2-[5-[(1R)-1-benzyloxy-1-(trifluoromethyl)pent-4-enyl]-1,3,4-oxadiazol-2-yl]-6-(1-isopropylbut-3-enoxy)-5-(trifluoromethyl)-3-pyridyl]-N-tert-butoxycarbonyl-carbamate C(C1=CC=CC=C1)O[C@@](CCC=C)(C(F)(F)F)C1=NN=C(O1)C1=NC(=C(C=C1N(C(OC(C)(C)C)=O)C(=O)OC(C)(C)C)C(F)(F)F)OC(CC=C)C(C)C